C1(=C(C=CC=C1)C#CC1=NNC2=CC=C(C=C12)C(=O)N1C[C@H](CC1)N(C)C)C1=CC=CC=C1 (S)-(3-([1,1'-Biphenyl]-2-ylethynyl)-1H-indazol-5-yl)(3-(dimethylamino)pyrrolidin-1-yl)methanone